NC1=NS(NC2=C1C(=CC=C2)OCC(C(=O)NCCC)(C)C)(=O)=O 3-[(4-amino-2,2-dioxido-1H-2,1,3-benzothiadiazin-5-yl)oxy]-2,2-dimethyl-N-propylpropionamide